N1=C(N=CC=C1)N1C=CC2=C(C=CC=C12)C 1-(2-pyrimidinyl)-4-methylindole